C(C)(C)N1N=C(C(=C1C)O)C1=CC(=CC(=C1)Br)Br 1-isopropyl-3-(3,5-dibromophenyl)-5-methyl-pyrazole-4-ol